CC1=C(C=C(C=C1)C)C=1C(NC2(C1O)CCC(CC2)OC)=O 3-(2,5-dimethylphenyl)-8-methoxy-2-oxo-1-azaspiro[4.5]-dec-3-en-4-ol